(2-((1-(3-Chloro-2-fluorophenyl)but-3-en-1-yl)(cyclopropyl)amino)ethyl)carbamic acid tert-butyl ester C(C)(C)(C)OC(NCCN(C1CC1)C(CC=C)C1=C(C(=CC=C1)Cl)F)=O